(4-chloro-2,6-dimethylphenyl)magnesium bromide ClC1=CC(=C(C(=C1)C)[Mg]Br)C